Methyl (S)-2-((4-(6-(benzyloxy) pyridin-2-yl)-2-oxopiperazin-1-yl) methyl)-1-(oxetan-2-ylmethyl)-1H-benzo[d]imidazole-6-carboxylate C(C1=CC=CC=C1)OC1=CC=CC(=N1)N1CC(N(CC1)CC1=NC2=C(N1C[C@H]1OCC1)C=C(C=C2)C(=O)OC)=O